(2-chloroacetyl)-4-(4-(((S)-1-((2-fluorophenyl)amino)-4-hydroxybut-2-yl)amino)-6-(methylamino)-1,3,5-triazin-2-yl)-N-((2-oxopyrrolidin-3-yl)methyl)piperazine-2-carboxamide ClCC(=O)N1C(CN(CC1)C1=NC(=NC(=N1)N[C@H](CNC1=C(C=CC=C1)F)CCO)NC)C(=O)NCC1C(NCC1)=O